N-(2-chloro-3'-(7-chloro-5-(hydroxymethyl)benzo[d]oxazol-2-yl)-2'-methylbiphenyl-3-yl)-1,5-dimethyl-4,5,6,7-tetrahydro-1H-imidazo[4,5-c]pyridine-2-carboxamide ClC1=C(C=CC=C1NC(=O)C=1N(C2=C(CN(CC2)C)N1)C)C1=C(C(=CC=C1)C=1OC2=C(N1)C=C(C=C2Cl)CO)C